C(CCCCCCCCCCCCCCC)C(CC(=O)OC=1C2=CC=CC=C2C(=C2C=CC=CC12)OC(=O)CC(CCCCCCCCCCCCCCCC)C(=O)O)C(=O)O 9,10-bis(2-n-hexadecyl-2-carboxyethyl)carbonyloxyanthracene